tert-butyl(1-(4-methyl-3-((1-(naphthalen-1-yl)cyclopropyl)carbamoyl) phenoxy) propan-2-yl)carbamate C(C)(C)(C)OC(NC(COC1=CC(=C(C=C1)C)C(NC1(CC1)C1=CC=CC2=CC=CC=C12)=O)C)=O